N-(1-((S)-pyrrolidin-2-yl)ethyl)-4-(1H-pyrrolo[2,3-b]pyridin-4-yl)-3,4-dihydro-2H-1,4-thiazine-6-carboxamide hydrochloride Cl.N1[C@@H](CCC1)C(C)NC(=O)C1=CN(CCS1)C1=C2C(=NC=C1)NC=C2